COC1CC(NCC1)C1=CC(=C(C(=O)OC)C=C1)NC methyl 4-(4-methoxypiperidin-2-yl)-2-(methylamino)benzoate